3-[5-({[4-(aminomethyl)phenyl]methyl}sulfanyl)-4-fluoro-1-(furan-2-carbonyl)-1H-pyrazol-3-yl]-N,N,2-trimethyl-4-oxoazetidine-1-carboxamide NCC1=CC=C(C=C1)CSC1=C(C(=NN1C(=O)C=1OC=CC1)C1C(N(C1=O)C(=O)N(C)C)C)F